C1=C2C=3C=4C(=CC=CC4NC3C=C1)CC2 8,9-dihydro-4H-benzo[def]carbazole